6-amino-N-((1r,4r)-4-methoxycyclohexyl)pyrazine-2-carboxamide NC1=CN=CC(=N1)C(=O)NC1CCC(CC1)OC